ferric tris(dibutyl-phosphinate) C(CCC)P([O-])(=O)CCCC.C(CCC)P([O-])(=O)CCCC.C(CCC)P([O-])(=O)CCCC.[Fe+3]